10-bromo-4,6,8-trimethylundecyl hexyloxymethyl ether C(CCCCC)OCOCCCC(CC(CC(CC(C)Br)C)C)C